4-chloro-3-(7,7-difluoro-3-azabicyclo[4.1.0]heptan-3-yl)-1-(p-tolyl-sulfonyl)indazole ClC1=C2C(=NN(C2=CC=C1)S(=O)(=O)C1=CC=C(C=C1)C)N1CC2C(C2CC1)(F)F